C1(CC1)C1=NN(C=C1[N+](=O)[O-])C1CS(C1)(=O)=O 3-(3-cyclopropyl-4-nitro-pyrazol-1-yl)thietane 1,1-dioxide